3-[(4R)-7-chloro-10-[3-(4-chloro-3,5-dimethyl-phenoxy)propyl]-6-(4,6-dimethylpyrimidin-5-yl)-4-methyl-1-oxo-3,4-dihydropyrazino[1,2-a]indol-2-yl]-1-methyl-indole-5-carboxylic acid ClC=1C=CC=2C(=C3N(C2C1C=1C(=NC=NC1C)C)[C@@H](CN(C3=O)C3=CN(C1=CC=C(C=C31)C(=O)O)C)C)CCCOC3=CC(=C(C(=C3)C)Cl)C